BrC=1C=C(C=CC1)C1=CC=C(S1)CC(=O)NCCN1CCOCC1 2-(5-(3-bromophenyl)thiophen-2-yl)-N-(2-morpholinoethyl)acetamide